BrC=1C=C(C=2N(C1)C=C(N2)C(=O)N2C[C@H]([C@@]1(CC2)NCC2=CC=CC=C2C1)O)[C@@H](C(F)(F)F)O |o1:28| (6-bromo-8-((S or R)-2,2,2-trifluoro-1-hydroxyethyl)imidazo[1,2-a]pyridin-2-yl)((3R,3'R)-3'-hydroxy-1,4-dihydro-2H-spiro[isoquinoline-3,4'-piperidin]-1'-yl)methanone